C(C)(C)(C)OC(=O)N1CC=2N=CN=C(C2CC1)OC1=C(C=CC=C1)C(F)F 4-[2-(Difluoromethyl)phenoxy]-5H,6H,7H,8H-pyrido[3,4-d]pyrimidine-7-carboxylic acid tert-butyl ester